FC=1C(=NC(=NC1)NC1=CC=C(C=N1)N1CCN(CC1)C(C)=O)C1=CN=C2N1C=C(C=C2)C(F)(F)F 1-(4-(6-((5-Fluoro-4-(6-(trifluoromethyl)imidazo[1,2-a]pyridin-3-yl)pyrimidin-2-yl)amino)pyridin-3-yl)piperazin-1-yl)ethan-1-one